tert-Butyl 2-(((1r,4r)-4-(((4-chlorophenyl)(phenyl)carbamoyloxy)methyl) cyclohexyl)methoxy)acetate ClC1=CC=C(C=C1)N(C(=O)OCC1CCC(CC1)COCC(=O)OC(C)(C)C)C1=CC=CC=C1